FC(COP(=O)(OCC(F)(F)F)[O-])(F)F.[Li+] Lithium Bis(2,2,2-Trifluoroethyl)Phosphate